O=C1NC(CCC1N1C(C2=CC=C(C=C2C1=O)NCCCCCC(=O)N1CCC(CC1)N1N=CC(=C1)N1CCOCC1)=O)=O (2,6-Dioxopiperidin-3-yl)-5-((6-(4-(4-morpholino-1H-pyrazol-1-yl)piperidin-1-yl)-6-oxohexyl)amino)isoindoline-1,3-dione